(4,5-dimethylthiazol-2-yl)-[5-methyl-2-(2-pyridyl)-7,8-dihydro-5H-pyrido[4,3-d]pyrimidin-6-yl]methanone lithium [Li].CC=1N=C(SC1C)C(=O)N1C(C2=C(N=C(N=C2)C2=NC=CC=C2)CC1)C